C1(CC1)C(=O)NC1=NC=C(C(=O)NOCC)C(=C1)NC1=C(C(=CC=C1)C=1C=NN(C1)C)OC 6-(cyclopropanecarboxamido)-N-ethoxy-4-((2-methoxy-3-(1-methyl-1H-pyrazole-4-yl)phenyl)amino)nicotinamide